ClC1=C(C=CC=C1)NNC(CCC(NC1=CC=CC=C1)=C1C(NCC1=O)=O)=O N'-(2-chlorophenyl)-4-(2,4-dioxopyrrolidin-3-ylidene)-4-(phenylamino)butyrylhydrazine